S(=O)(=O)(C1=CC=C(C)C=C1)COCCOCC(=O)OC(C)(C)C tert-butyl 2-(2-((tosyl)methoxy)ethoxy)acetate